(1R,3R)-2-(2-chloroacetyl)-1-(4-(methoxycarbonyl)phenyl)-1,2,3,4-tetrahydroisoquinoline-3-carboxylic acid methyl ester COC(=O)[C@@H]1N([C@@H](C2=CC=CC=C2C1)C1=CC=C(C=C1)C(=O)OC)C(CCl)=O